3-(((2-(4-((3-chloro-5-(methylsulfonamido)phenyl)carbamoyl)-1-methyl-1H-pyrrol-2-yl)-5-fluoropyridin-3-yl)oxy)methyl)-5-fluorobenzoic acid ClC=1C=C(C=C(C1)NS(=O)(=O)C)NC(=O)C=1C=C(N(C1)C)C1=NC=C(C=C1OCC=1C=C(C(=O)O)C=C(C1)F)F